6-[3-bromo-5-chloro-4-(3-hydroxypropoxy)phenyl]-5-methyl-4,5-dihydro-2H-pyridazin-3-one BrC=1C=C(C=C(C1OCCCO)Cl)C=1C(CC(NN1)=O)C